N1(C=NC=C1)C(=O)OCC=CC1=CC=CC=C1 3-phenylprop-2-ene-1-yl 1H-imidazole-1-carboxylate